(R)-4-(4-(1,4-dimethyl-2-(4-(methylsulfonyl)phenyl)-1H-pyrrolo[3,2-c]pyridin-6-yl)-2-fluorophenyl)-1-isopropyl-2,2-dimethylpiperidin-4-ol CN1C(=CC=2C(=NC(=CC21)C2=CC(=C(C=C2)[C@@]2(CC(N(CC2)C(C)C)(C)C)O)F)C)C2=CC=C(C=C2)S(=O)(=O)C